3,4-dihydrooxazol O1CNCC1